(prop-1-en-2-yl)-5,6-dihydro-4H-1,3-oxazine C=C(C)C=1OCCCN1